4-methylquinolin-2(1H)-one CC1=CC(NC2=CC=CC=C12)=O